7-(2-((6-chloro-1,2,3,4-tetrahydroisoquinolin-7-yl)amino)-5-(trifluoromethyl)pyrimidin-4-yl)-4-(2,2,2-trifluoroethyl)-3,4-dihydrothieno[2,3-f][1,4]thiazepin-5(2H)-one 1,1-dioxide ClC=1C=C2CCNCC2=CC1NC1=NC=C(C(=N1)C1=CC2=C(C(N(CCS2(=O)=O)CC(F)(F)F)=O)S1)C(F)(F)F